6-Amino-5-((4-amino-1-(tert-butyl)-1H-pyrazolo[3,4-d]pyrimidin-3-yl)ethynyl)-N-methylpicolinamide NC1=C(C=CC(=N1)C(=O)NC)C#CC1=NN(C2=NC=NC(=C21)N)C(C)(C)C